(S)-5-phenyl-2-(o-tolyl)-2-vinylindoline C1(=CC=CC=C1)C=1C=C2C[C@](NC2=CC1)(C=C)C1=C(C=CC=C1)C